ClC=1C=C(NC1)CCC(=O)NC1=NNC(=C1)C1=CN=NC=C1C 3-(4-Chloro-1H-pyrrol-2-yl)-N-(5-(5-methylpyridazin-4-yl)-1H-pyrazol-3-yl)propanamide